2-fluoro-N-(6-(6-methyl-1H-indol-5-yl)imidazo[1,2-a]pyridin-2-yl)cyclopropanecarboxamide FC1C(C1)C(=O)NC=1N=C2N(C=C(C=C2)C=2C=C3C=CNC3=CC2C)C1